[N+](=O)([O-])C1=CC=C(NC([C@@H](NC(C2=CC=CC=C2C2=CC=CC=3C4=CC=CC=C4C(C23)(C2=CC(=C(C(=C2)CC)N)C)C2=CC(=C(C(=C2)CC)N)C)=O)CCCNC(N)=N)=O)C=C1 9,9-bis(3-methyl-5-ethyl-4-aminophenyl)fluorenebenzoylarginine p-nitroanilide